4-Methyl-N-(5-carboxypentyl)phthalimide CC=1C=C2C(C(=O)N(C2=O)CCCCCC(=O)O)=CC1